bromo-5,6-dimethyl-1H-benzo[d][1,2,3]triazole BrN1N=NC2=C1C=C(C(=C2)C)C